C(C(C)C)(=O)N[C@@H](CCCCN)C(=O)O isobutyroyl-lysine